3-(1-fluorocyclopropyl)-4-(trifluoromethyl)-1H-pyrazole-5-carboxamide FC1(CC1)C1=NNC(=C1C(F)(F)F)C(=O)N